1-methyl-5-(1,4-dioxaspiro[4.5]dec-7-en-8-yl)-3-(trifluoromethyl)-1H-pyrazole CN1N=C(C=C1C1=CCC2(OCCO2)CC1)C(F)(F)F